C(C1=CC=CC=C1)N1C(C2N(C(C1)=O)CCC2)=O 2-benzyl-hexahydropyrrolo[1,2-a]pyrazine-1,4-dione